COC=1C=C(C=CC1OC)C1=CC=NC=2N1N=C(C2)C(=O)N2CC1=CC(=CC=C1CC2)C(=O)OC methyl 2-(7-(3,4-dimethoxyphenyl)pyrazolo[1,5-a]pyrimidine-2-carbonyl)-1,2,3,4-tetrahydroisoquinoline-7-carboxylate